ClC1=NC=2CCC3(COC3)C(C2C=C1)=O 2-chlorospiro[7,8-dihydroquinoline-6,3'-oxetane]-5-one